1-(4-(((6-(2-chloro-3-(3-chloro-2-(4-((4-hydroxypiperidin-1-yl)methyl)-3-methoxyphenyl)pyridin-4-yl)phenyl)-2-methoxypyridin-3-yl)methyl)amino)piperidin-1-yl)ethan-1-one ClC1=C(C=CC=C1C1=C(C(=NC=C1)C1=CC(=C(C=C1)CN1CCC(CC1)O)OC)Cl)C1=CC=C(C(=N1)OC)CNC1CCN(CC1)C(C)=O